O-methoxyethyl-ribose COCCO[C@@H](C=O)[C@H](O)[C@H](O)CO